C(#N)NC(=O)C1(CN(CC1)C(C1=CC=C(C=C1)OC)=O)COC1=CC=C(C=C1)C1=CC=C(C=C1)C#N N-cyano-3-(((4'-cyano-[1,1'-biphenyl]-4-yl)oxy)methyl)-1-(4-methoxybenzoyl)pyrrolidine-3-carboxamide